4-carboxy-2-oxo-2H-pyrrole C(=O)(O)C1=CC(N=C1)=O